2-(3-{6-[5-cyclopropyl-3-(2-hydroxyphenyl)thieno[2,3-c]pyridazin-6-yl]-2-azaspiro[3.3]heptan-2-yl}-1,2-oxazol-5-yl)-3-methylbutanoic acid C1(CC1)C1=C(SC=2N=NC(=CC21)C2=C(C=CC=C2)O)C2CC1(CN(C1)C1=NOC(=C1)C(C(=O)O)C(C)C)C2